N-phenyl-N1-propylbenzene-1,3-diamine C1(=CC=CC=C1)N(C1=CC(=CC=C1)N)CCC